2-(4-((4-(4-chlorophenyl)-1H-1,2,3-triazol-1-yl)methyl)phenyl)-5-(difluoromethyl)-1,3,4-oxadiazole ClC1=CC=C(C=C1)C=1N=NN(C1)CC1=CC=C(C=C1)C=1OC(=NN1)C(F)F